(S)-2-(1-acryloylpyrrolidin-2-yl)-1-amino-4-(4-((5-methylpyridin-2-yl)carbamoyl)phenyl)-1H-imidazole-5-carboxamide C(C=C)(=O)N1[C@@H](CCC1)C=1N(C(=C(N1)C1=CC=C(C=C1)C(NC1=NC=C(C=C1)C)=O)C(=O)N)N